(1,3-dichloropropyl) phosphate P(=O)(OC(CCCl)Cl)([O-])[O-]